NC1=C(N=C2N1C=CN=C2C2=C(C=CC=C2OC)F)C(=O)NCCC 3-amino-8-(2-fluoro-6-methoxyphenyl)-N-propylimidazo[1,2-a]pyrazine-2-carboxamide